methyl 4-(4-(4-(2-ethynylthiazole-4-carbonyl) piperazin-1-yl) phenyl)-1-methyl-1H-indazole-6-carboxylate C(#C)C=1SC=C(N1)C(=O)N1CCN(CC1)C1=CC=C(C=C1)C1=C2C=NN(C2=CC(=C1)C(=O)OC)C